1-((1R,2S)-1-hydroxy-2-((S)-5H-imidazo[5,1-a]isoindol-5-yl)-7-azaspiro[3.5]nonan-7-yl)-2-(5-methylisoxazol-3-yl)ethan-1-one O[C@@H]1[C@@H](CC12CCN(CC2)C(CC2=NOC(=C2)C)=O)[C@@H]2N1C(C3=CC=CC=C23)=CN=C1